2',3-dichloro-4-hydroxy-5'-methoxy-6-methyl-2H-[1,4'-bipyridin]-2-one ClC1=NC=C(C(=C1)N1C(C(=C(C=C1C)O)Cl)=O)OC